BrC=1C(=C(C=CC1)NC=1N=CC=C2C=C(C=NC12)CN1C[C@](CC1)(O)C)C (S)-1-((8-(3-bromo-2-methylphenylamino)-1,7-naphthyridin-3-yl)methyl)-3-methylpyrrolidin-3-ol